C1(CC1)COC1=CC=C(C(=C1CNC1=C(C=C(C(=C1)[N+](=O)[O-])F)OC)F)F N-(6-(cyclopropylmethoxy)-2,3-difluorobenzyl)-4-fluoro-2-methoxy-5-nitroaniline